2-chloro-5-[3-chloro-5-(trifluoromethyl)-2-pyridinyl]-benzaldehyde oxime ClC1=C(C=NO)C=C(C=C1)C1=NC=C(C=C1Cl)C(F)(F)F